C1(C(CCCCCCCCCC1)O)O cyclododecane-1,2-diol